1-(trans-4-cyanotetrahydro-2H-pyran-3-yl)-3-[(4-ethyl-2-hydroxy-1,2-benzoxaborinin-6-yl)amino]pyrazole-4-carboxamide C(#N)[C@H]1[C@@H](COCC1)N1N=C(C(=C1)C(=O)N)NC=1C=CC2=C(C(=CB(O2)O)CC)C1